Sodium [7-oxo-3-(triazol-1-yl)-1,6-diazabicyclo[3.2.1]oct-3-en-6-yl]sulfate O=C1N(C2C=C(CN1C2)N2N=NC=C2)OS(=O)(=O)[O-].[Na+]